FC=1C=CC(=C(C(=O)NCCC2=CNC3=CC=C(C=C23)OC)C1)NC1=CC(=CC=C1)F 5-fluoro-2-((3-fluorophenyl)amino)-N-(2-(5-methoxy-1H-indol-3-yl)ethyl)benzamide